[Na+].CS(=O)(=O)[O-] methanesulphonate sodium salt